Lauryl hydroxysulfonate OS(=O)(=O)OCCCCCCCCCCCC